C(C)(C)(C)OC(=O)N1CC(C1)OCC#CC1=NC=C(C=C1)O 3-((3-(5-hydroxypyridin-2-yl)prop-2-yn-1-yl)oxy)azetidine-1-carboxylic acid tert-butyl ester